(S)-N-(3-(1-((2-ethyl-2H-pyrazolo[3,4-b]pyrazin-6-yl)amino)ethyl)-4-fluorophenyl)quinoline-3-carboxamide C(C)N1N=C2N=C(C=NC2=C1)N[C@@H](C)C=1C=C(C=CC1F)NC(=O)C=1C=NC2=CC=CC=C2C1